ClC=1C=C(C=2N(C1)C=C(N2)C(O)C2CC2)C2=C(C=CC=C2)OCC(F)(F)F [6-chloro-8-[2-(2,2,2-trifluoroethoxy)phenyl]imidazo[1,2-a]pyridin-2-yl]-cyclopropyl-methanol